C1(CC1)CN1CC[C@]23C4OC5=C(C=CC(CC1C2(CCC4=O)O)=C35)O (S)-4-(cyclopropylmethyl)-10,17-dihydroxy-12-oxa-4-azapentacyclo[9.6.1.01,13.05,17.07,18]octadeca-7(18),8,10-trien-14-one